(3-aminopyrrolidin-1-yl)-2,2-difluoropropan-1-ol NC1CN(CC1)C(C(C)(F)F)O